C(=O)NC(C(=O)OCC)C ethyl N-formyl-2-aminopropanoate